methyl 6-((2S,4S)-4-((5-chloropyridin-2-yl)oxy)-2-((difluoromethoxy)methyl)pyrrolidin-1-yl)5-fluoronicotinate ClC=1C=CC(=NC1)O[C@H]1C[C@H](N(C1)C1=NC=C(C(=O)OC)C=C1F)COC(F)F